ClC1=C(C=C(C(=C1)Cl)S(=O)CC(F)(F)F)N1C=NC=2C(C1=O)=CN(N2)C=2C=NC=CC2 5-(2,4-dichloro-5-((2,2,2-trifluoroethyl)sulfinyl)phenyl)-2-(pyridin-3-yl)-2,5-dihydro-4H-pyrazolo[3,4-d]pyrimidin-4-one